4-[[3-fluoro-2-methoxy-propyl]-[4-(5,6,7,8-tetrahydro-1,8-naphthyridin-2-yl)butyl]amino]-2-[[2-(trifluoromethylsulfonyl)benzoyl]amino]butanoic acid FCC(CN(CCC(C(=O)O)NC(C1=C(C=CC=C1)S(=O)(=O)C(F)(F)F)=O)CCCCC1=NC=2NCCCC2C=C1)OC